FC=1C=C(C=C(C1)OCC(C)C)C=1N=C2N3C(C[C@H](CCCN4C=CC(S(NC(C2=CC1)=O)(=O)=O)=N4)C3)(C)C (18S)-4-[3-fluoro-5-(2-methylpropoxy)phenyl]-20,20-dimethyl-10λ6-thia-1,3,9,14,22-pentaazatetracyclo[16.2.1.111,14.02,7]docosa-2,4,6,11(22),12-pentaene-8,10,10-trione